FC1=CC(=C2N(CC=3N(C2=C1)N=C(N3)C)C)NC3=CC(=NC=C3C(CC([2H])([2H])[2H])=O)NC(=O)C3CC3 N-(4-((8-fluoro-2,5-dimethyl-4,5-dihydro-[1,2,4]triazolo[1,5-a]quinoxalin-6-yl)amino)-5-(propanoyl-3,3,3-d3)pyridin-2-yl)cyclopropanecarboxamide